{4-[(3R,4R,5S)-3-amino-4-hydroxy-5-methylpiperidin-1-yl]-2,3-dihydrofuro[2,3-b]pyridin-5-yl}-6-(2,6-difluorophenyl)-5-fluoropyridine-2-carboxamide N[C@@H]1CN(C[C@@H]([C@H]1O)C)C1=C2C(=NC=C1C=1C(=NC(=C(C1)F)C1=C(C=CC=C1F)F)C(=O)N)OCC2